FC1=C(C=CC(=C1)C)CC#N 2-(2-fluoro-4-methylphenyl)acetonitrile